COC=1C=C(C=C(C1OC)OC)C=1NC(=NN1)S 5-(3,4,5-trimethoxyphenyl)-4H-1,2,4-triazole-3-thiol